(R) or (S)-2-(2-trifluoromethyl-pyrimidin-4-yl)-but-3-yn-2-ol FC(C1=NC=CC(=N1)[C@@](C)(C#C)O)(F)F |o1:8|